C(C)OC(=O)C1C(C1)C(=C)CCC=C(C)C 2-(6-Methylhept-1,5-dien-2-yl)cyclopropane-1-carboxylic acid ethyl ester